pentamethylcyclopentadienyl-(1-isobutyl-1,5,6,7-tetrahydro-s-indacenyl)zirconium CC1=C(C(=C(C1([Zr]C1(C=CC2=CC=3CCCC3C=C12)CC(C)C)C)C)C)C